2-[4-(4-Methansulfonylpiperidin-1-yl)phenyl]-N-{[4-methyl-2-(piperidin-1-yl)phenyl](5-methylfuran-2-yl)methyl}acetamid CS(=O)(=O)C1CCN(CC1)C1=CC=C(C=C1)CC(=O)NC(C=1OC(=CC1)C)C1=C(C=C(C=C1)C)N1CCCCC1